ClC1=C(C(=NC(=N1)C=1SC=C(N1)C)NC1CCC(CC1)(F)F)C 6-chloro-N-(4,4-difluorocyclohexyl)-5-methyl-2-(4-methylthiazol-2-yl)pyrimidin-4-amine